pyridine-2-sulfonamide trifluoroacetate FC(C(=O)O)(F)F.N1=C(C=CC=C1)S(=O)(=O)N